ClC=1N=C(C2=C(N1)CN(C2)C(CC2CN(C2)C2=CC(=NC=C2)C(F)(F)F)=O)OC 1-(2-Chloro-4-methoxy-5,7-dihydro-6H-pyrrolo[3,4-d]pyrimidin-6-yl)-2-(1-(2-(trifluoromethyl)pyridin-4-yl)azetidin-3-yl)ethan-1-one